OB1OCC2=C1C(=C(C=C2)C(=O)N[C@@H](C(C)C)C(=O)OCCN2C(COCC2)C)C 2-(3-methylmorpholino)ethyl (1-hydroxy-7-methyl-1,3-dihydrobenzo[c][1,2]oxaborole-6-carbonyl)-L-valinate